4-Cyclohexyl-3-(hydroxymethyl)cyclohex-2-en C1(CCCCC1)C1C(=CCCC1)CO